NC=1N=C(SC1C(C1=CC=C(C=C1)OCC(=O)NC1=CC=C(C=C1)C#N)=O)N(C1=CC=C(C=C1)F)C(C(=O)N)C (N-[4-amino-5-[4-[2-(4-cyanoanilino)-2-oxo-ethoxy]benzoyl]thiazol-2-yl]-4-fluoro-anilino)propanamide